C(C1=CC=CC=C1)N1C2=NC=NC(=C2N=C1C=1C(=CC(=NC1)N1CCC(CC1)N)C)OC1(CC1)C 1-(5-(9-benzyl-6-(1-methylcyclopropoxy)-9H-purin-8-yl)-4-methylpyridin-2-yl)piperidin-4-amine